NC1=C(C=C(C(=O)NC=2C(N(C=C(C2)F)C(C(=O)NN(CC(=O)OCC)C(CF)=O)C(C)C)=O)C=C1)Cl Ethyl N-(2-(3-(4-amino-3-chlorobenzamido)-5-fluoro-2-oxopyridin-1(2H)-yl)-3-methylbutanamido)-N-(2-fluoroacetyl)glycinate